FC=1C=CC(=C(C1)C(CN1C(N(C(C(=C1)/C(/C)=N/OC(C)C)=O)N(C(C(C)C)=O)C)=O)=O)OC (E)-N-(3-(2-(5-fluoro-2-methoxyphenyl)-2-oxoethyl)-5-(1-(isopropoxyimino)ethyl)-2,6-dioxo-3,6-dihydropyrimidin-1(2H)-yl)-N-methylisobutyramide